ClC1=C(C=C(C(=O)N2CCN(CC2)CCCC=O)C=C1)N1C(NC(CC1)=O)=O 4-(4-(4-chloro-3-(2,4-dioxotetrahydropyrimidin-1(2H)-yl)benzoyl)piperazin-1-yl)N-butyraldehyde